C(C)C1N(CCOC1)CCCC ethyl-4-butyl-morpholine